N-[(1S)-1-(dicyclopropyl-methyl)-2-[[3-fluoro-1-[1-[1-(2,2,2-trifluoroethyl)tetrazol-5-yl]propyl]pyrazol-4-yl]amino]-2-oxo-ethyl]-2-isopropyl-pyrazole-3-carboxamide C1(CC1)C([C@@H](C(=O)NC=1C(=NN(C1)C(CC)C1=NN=NN1CC(F)(F)F)F)NC(=O)C=1N(N=CC1)C(C)C)C1CC1